N1N=C(C=C1)OC(C(CO)C)O ((1H-pyrazol-3-yl)oxy)-2-methylpropane-1,3-diol